dimethanol triacrylate C(C=C)(=O)O.C(C=C)(=O)O.C(C=C)(=O)O.CO.CO